2-methoxy-4,4,5,5-tetramethyl-1,3,2-dioxaborolan COB1OC(C(O1)(C)C)(C)C